C(C)(C)(C)C#C.[Ag] silver tert-butylacetylene